bis(diphenyl-phosphino)ethane C1(=CC=CC=C1)P(C1=CC=CC=C1)C(C)P(C1=CC=CC=C1)C1=CC=CC=C1